2-(1-methylethyl)-4-[[4-(4-methyl-2-pyridinyl)-1-piperazinyl]carbonyl]-1(2H)-phthalazinone CC(C)N1C(C2=CC=CC=C2C(=N1)C(=O)N1CCN(CC1)C1=NC=CC(=C1)C)=O